C1(CCC1)OC1=C(C=CC(=C1F)F)[C@H]1[C@H](O[C@@]([C@@H]1C)(C(F)(F)F)C)C(=O)NC1=CC(=NC=C1)C(=O)N 4-[[(2S,3S,4R,5S)-3-[2-(Cyclobutoxy)-3,4-difluorophenyl]-4,5-dimethyl-5-(trifluoromethyl)tetrahydrofuran-2-carbonyl]amino]pyridin-2-carboxamid